ClC=1C(=C(C=CC1)C(C(=O)O)(C)F)C1CC1 (3-chloro-2-cyclopropyl-phenyl)-2-fluoro-propionic acid